C1(=CC=CC=C1)N1S(C2=C(NCC1)C=CC=C2)(=O)=O phenyl-2,3,4,5-tetrahydro-1,2,5-benzothiadiazepine 1,1-dioxide